tert-butyl (3R*,4R*)-3-amino-4-(4-fluorophenyl)pyrrolidine-1-carboxylate p-toluenesulfonate CC1=CC=C(C=C1)S(=O)(=O)O.N[C@H]1CN(C[C@H]1C1=CC=C(C=C1)F)C(=O)OC(C)(C)C |o1:12,16|